N1(CCC1)C[C@H](C(C)C)NC(=O)C1=CC(=NN1C)C1=NC(=NC=C1)NC1=CC(=CC(=C1)Cl)Cl N-[(2S)-1-(azetidin-1-yl)-3-methylbutan-2-yl]-3-{2-[(3,5-dichlorophenyl)amino]pyrimidin-4-yl}-1-methyl-1H-pyrazole-5-carboxamide